6-chloro-2-methylamino-4-acetoxy-1-acryloyloxynaphthalene ClC=1C=C2C(=CC(=C(C2=CC1)OC(C=C)=O)NC)OC(C)=O